(S)-(5-(1-(difluoromethyl)-1H-pyrazol-4-yl)-1,3,4-oxadiazol-2-yl)(4-(4-isopropylpyrazolo[1,5-a]pyridin-2-yl)-1,4,6,7-tetrahydro-5H-imidazo[4,5-c]pyridin-5-yl)methanone FC(N1N=CC(=C1)C1=NN=C(O1)C(=O)N1[C@@H](C2=C(CC1)NC=N2)C2=NN1C(C(=CC=C1)C(C)C)=C2)F